FC1(CC(C1)[C@@H](O)C1=CC=2C(=NC(=CC2)C=2C=C3C(=NC2)N(N=C3)C(C)C)S1)F (R)-(3,3-difluorocyclobutyl)(6-(1-(2-propanyl)-1H-pyrazolo[3,4-b]pyridin-5-yl)thieno[2,3-b]pyridin-2-yl)methanol